4-methoxyphenyl 2-O-(2,3,4-tri-O-acetyl-α-L-rhamnopyranosyl)-4,6-di-O-benzoyl-β-D-galactopyranoside C(C)(=O)O[C@H]1[C@@H](O[C@H]([C@@H]([C@H]1OC(C)=O)OC(C)=O)C)O[C@H]1[C@H](OC2=CC=C(C=C2)OC)O[C@@H]([C@@H]([C@@H]1O)OC(C1=CC=CC=C1)=O)COC(C1=CC=CC=C1)=O